C(N)(=O)[C@H]1N2C(N([C@H](CC1)C2)OS(=O)(=O)OC=2C(=C(C(=O)[O-])C=CC2)CC(CC(C)(C)C)(C)C)=O (((((1R,2S,5R)-2-carbamoyl-7-oxo-1,6-diazabicyclo[3.2.1]oct-6-yl) oxy) sulfonyl) oxy)-2,2,4,4-tetramethylpentylbenzoate